ClC=1C(=NC(=CC1)C)OC1CCC2(CNC2)CC1 7-((3-Chloro-6-methylpyridin-2-yl)oxy)-2-azaspiro[3.5]nonan